(3-amino-4-chlorothien-2-yl)methanol NC1=C(SC=C1Cl)CO